C(#N)C1CCN(CC1)C[C@H](C(C)C)N(C(C1=CC(=C(C=C1)F)C)=O)C (S)-N-(1-(4-Cyanopiperidin-1-yl)-3-methylbutan-2-yl)-4-fluoro-N,3-dimethylbenzamide